N-(((3R,4R)-1-(6-(6-(Difluoromethyl)imidazo[1,2-b]pyridazin-3-yl)pyrimidin-4-yl)-4-methylpyrrolidin-3-yl)methyl)methanesulfonamide FC(C=1C=CC=2N(N1)C(=CN2)C2=CC(=NC=N2)N2C[C@@H]([C@H](C2)C)CNS(=O)(=O)C)F